2-ethylhexyl-bismuth dithiophosphate P(=S)([S-])([O-])[O-].C(C)C(C[Bi+3])CCCC